C1(CC1)CC=1N(C(=CC1C=1SC(=C(N1)C(=O)O)C)C1=CC=C(C=C1)OC(F)(F)F)CC1=CC(=C(C=C1)S(N)(=O)=O)F 2-(2-(cyclopropylmethyl)-1-(3-fluoro-4-sulfamoylbenzyl)-5-(4-(trifluoromethoxy)phenyl)-1H-pyrrol-3-yl)-5-methylthiazole-4-carboxylic acid